imidazol-5(1H)-carboxamide N1C=NC=C1C(=O)N